(S)-(2-(hydroxydiphenylmethyl)pyrrolidin-1-yl)(1-methyl-1H-imidazol-2-yl)methanone OC([C@H]1N(CCC1)C(=O)C=1N(C=CN1)C)(C1=CC=CC=C1)C1=CC=CC=C1